C(\C=C\C1C(CCCCC)O1)=O trans-4,5-epoxy-trans-2-decenal